C1(=CC=C(C=C1)S)S benzene-1,4-dithiol